[Pt+2].C(C)(C)[Si](C(C(=O)CCC)C(=O)CCC)(OC)OC.C(C)(C)[Si](C(C(=O)CCC)C(=O)CCC)(OC)OC bis[2-(isopropyldimethoxysilyl)1,3-dipropyl-1,3-propanedione] platinum (II)